1-(1-methylpiperidin-4-yl)piperidin-4-amine CN1CCC(CC1)N1CCC(CC1)N